CC=1C(=NC(=NC1)NC1=CC(=CC=C1)C(C)NCCC)NC=1C=CC2=C(NC(O2)=O)C1 5-(5-methyl-2-(3-(1-(propylamino)ethyl)phenylamino)pyrimidin-4-ylamino)benzo[d]oxazol-2(3H)-one